FC(CN1CCN(CC1)C1=CC=CC(=N1)C(=O)O)F 6-(4-(2,2-difluoroethyl)piperazin-1-yl)picolinic acid